COC1=C(C(=C(C=C1)B(O)O)C)C 4-METHOXY-2,3-DIMETHYLPHENYLBORONIC ACID